NC=1C(=NC(=CN1)Br)C(=O)NC1=NC=CC=C1N1CCC(CC1)(COC)N 3-amino-N-(3-(4-amino-4-(methoxymethyl)piperidin-1-yl)pyridin-2-yl)-6-bromo-pyrazine-2-carboxamide